BrC=1C=C(C(=C(C1)C(C)C)I)C(C)C 5-bromo-2-iodo-1,3-diisopropylbenzene